C(=O)(OC(C)(C)C)N1CNC1 1-Boc-1,3-diazetidine